C(C)N1C(=NN(C1=O)C=1C=C2C(=CC(=NC2=CC1F)C1=C(C=CC=C1)C)C(C)C)CO 4-ethyl-1-(7-fluoro-4-isopropyl-2-(o-tolyl)quinolin-6-yl)-3-(hydroxymethyl)-1H-1,2,4-triazol-5(4H)-one